[N+](=O)([O-])C1=CC=C(C=C1)N(P(OC1=CC=C(C=C1)Br)([O-])=O)[C@H](C(=O)NC)C 4-bromophenyl (4-nitrophenyl)((S)-1-(methylamino)-1-oxopropan-2-yl)phosphoramidate